CC1(COC2=C1C(=CC=C2)OC=2N=CC(=NC2)NC(=O)[C@@H](CC)NC(OC(C)(C)C)=O)C tert-butyl N-[(1R)-1-[[5-[(3,3-dimethyl-2H-benzofuran-4-yl)oxy]pyrazin-2-yl]carbamoyl]propyl]carbamate